(R)-4-(3-iodo-7-(4-(methylsulfonyl)piperazin-1-yl)pyrazolo[1,5-a]pyrimidin-5-yl)-3-methylmorpholine IC=1C=NN2C1N=C(C=C2N2CCN(CC2)S(=O)(=O)C)N2[C@@H](COCC2)C